C(C)C1C=CC(C(C1)CC)=O 4,6-diethyl-2-cyclohexenone